ethyl-3-bromo-1-(4-(trifluoromethoxy)phenyl)-1H-pyrazolo[3,4-b]pyridine C(C)C1=C2C(=NC=C1)N(N=C2Br)C2=CC=C(C=C2)OC(F)(F)F